ClC=1N=CC2=CC=CC=C2C1 3-chloroisoquinoline